C(C1=CC=CC=C1)N1C[C@H](C[C@](C1)(C)F)NC(OC(C)(C)C)=O tert-Butyl ((3S,5S)-1-benzyl-5-fluoro-5-methylpiperidin-3-yl)carbamate